C(C)(C)C1=NC2=CC=CC=C2C(N1NC([C@H](C)C1=CC=CC=C1)=O)=O (R)-N-(2-Isopropyl-4-oxo-4H-quinazolin-3-yl)-2-phenyl-propionamide